(5-(3-Ethyl-1H-pyrrolo[2,3-b]pyridin-5-yl)-2-(oxetan-3-ylamino)phenyl)dimethylphosphine oxide C(C)C1=CNC2=NC=C(C=C21)C=2C=CC(=C(C2)P(C)(C)=O)NC2COC2